4-(2-Cyclopropylethoxy)-7-(cyclopropylsulfonyl)-11-oxo-2,6,7,11-tetrahydro-1H-furo[2,3-H]pyrido[2,1-a]phthalazine-10-carboxylic acid C1(CC1)CCOC1=CC=2CN(N3C(C2C2=C1OCC2)=CC(C(=C3)C(=O)O)=O)S(=O)(=O)C3CC3